4-hydroxy-3-[2-(2-methoxyethoxymethyl)-6-trifluoromethyl-pyridine-3-carbonyl]-bicyclo[3.2.1]oct-3-en-2-one OC1=C(C(C2CCC1C2)=O)C(=O)C=2C(=NC(=CC2)C(F)(F)F)COCCOC